(S)-7-(4-fluorobenzyl)-6-(2-methoxyethoxy)-2-methyl-2,3-dihydro-1H-pyrido[2,3-b][1,4]oxazine FC1=CC=C(CC2=CC3=C(OC[C@@H](N3)C)N=C2OCCOC)C=C1